2,6-Dimethyl-heptane-3,5-diol CC(C)C(CC(C(C)C)O)O